CC=1N=NC2=CC=C(C=C2C1C)C1=CN=C(S1)NC(=O)C1(CCOCC1)F N-(5-(3,4-dimethylcinnolin-6-yl)thiazol-2-yl)-4-fluorotetrahydro-2H-pyran-4-carboxamide